The molecule is an ether having methyl and tert-butyl as the two alkyl components. It has a role as a non-polar solvent, a fuel additive and a metabolite. CC(C)(C)OC